5-chloro-N'-phenyl-N'-(prop-2-yn-1-yloxy)thiophene-2-sulfonyl-hydrazine ClC1=CC=C(S1)S(=O)(=O)NN(OCC#C)C1=CC=CC=C1